(1S,9S)-9-ethyl-5-fluoro-9-hydroxy-4-methyl-1-((2,2,3,3-tetrafluoropropyl)amino)-1,2,3,9,12,15-hexahydro-10H,13H-benzo[de]pyrano[3',4':6,7]indolizino[1,2-b]quinoline-10,13-dione C(C)[C@]1(C(OCC=2C(N3CC=4C(=NC=5C=C(C(=C6C5C4[C@H](CC6)NCC(C(F)F)(F)F)C)F)C3=CC21)=O)=O)O